CN[Si](C(C)(C)C)(C(C)(C)C)NC bis(methylamino)di-t-butylsilane